(3-bromophenyl)-1,2-phenylenediamine BrC=1C=C(C=CC1)NC1=C(C=CC=C1)N